C(C1=CC=CC=C1)OC1(COCC2=C1OC(C1=C2C=C(S1)C=1C=NN(C1)C1OCCCC1)=O)C(C)(F)F 4-(benzyloxy)-4-(1,1-difluoroethyl)-8-(1-(tetrahydro-2H-pyran-2-yl)-1H-pyrazol-4-yl)-3,4-dihydro-1H,6H-pyrano[4,3-b]thieno[3,2-d]pyran-6-one